(4-Aza-tricyclo[4.3.1.1*3,8*]undec-4-yl)-[3-(6,8-difluoro-imidazo[1,2-a]pyridin-3-yl)-1-(2,2,2-trifluoro-ethyl)-1H-pyrazolo[4,3-c]pyridin-6-yl]-methanon C12CC3N(CC(CC(C1)C3)C2)C(=O)C2=CC3=C(C=N2)C(=NN3CC(F)(F)F)C3=CN=C2N3C=C(C=C2F)F